(2R)-4-iodo-2-methylpiperidine-1-carboxylic acid tert-butyl ester C(C)(C)(C)OC(=O)N1[C@@H](CC(CC1)I)C